ClC=1C=NC=C(C1[C@@H](C)OC=1C=C2C(=NNC2=CC1)/C=C/C=1C=NN(C1)CCO)Cl (R)-(E)-2-(4-(2-(5-(1-(3,5-dichloropyridin-4-yl)ethoxy)-1H-indazol-3-yl)vinyl)-1H-pyrazol-1-yl)ethanol